1-(4-(2,5-dichlorophenyl)-5-(isopropylthio)thiazol-2-yl)-4-(2,6-dimethylpyridin-4-yl)-3-methyl-1H-pyrazole-5-carboxylic acid ClC1=C(C=C(C=C1)Cl)C=1N=C(SC1SC(C)C)N1N=C(C(=C1C(=O)O)C1=CC(=NC(=C1)C)C)C